2-[[(9S)-4,5,13-trimethyl-7-[4-(4,4,5,5-tetramethyl-1,3,2-dioxaborolan-2-yl)phenyl]-3-thia-1,8,11,12-tetrazatricyclo[8.3.0.02,6]trideca-2(6),4,7,10,12-pentaen-9-yl]methyl]oxazole CC=1SC=2N3C(=NN=C3[C@@H](N=C(C2C1C)C1=CC=C(C=C1)B1OC(C(O1)(C)C)(C)C)CC=1OC=CN1)C